BrC=1C=C(C=CC1)C1(CC(C1)F)C=O (1r,3r)-1-(3-bromophenyl)-3-fluorocyclobutane-1-carbaldehyde